[Fe](Cl)Cl.CC1=C(C(=CC=C1)C)N=C(C)C1=NC(=CC=C1)C(C)=NC1=C(C=CC=C1C)Cl 2-[1-(2,6-dimethylphenylimino)ethyl]-6-[1-(2-chloro-6-methylphenylimino)ethyl]pyridine iron dichloride